FC=1C=C(C=C(C1)F)C(C(=O)NC1=CC(=C(C=C1)C=1C=NC(=C(C(=O)NC(C)C)C1)NC)C)O 5-(4-(2-(3,5-difluorophenyl)-2-hydroxyacetamido)-2-methyl-phenyl)-N-isopropyl-2-(methylamino)nicotinamide